2-methyl-6-(oxetan-3-yl)-7,8-dihydro-3H-pyrrolo[2,3-g]quinazolin-4(6H)-one CC1=NC2=CC3=C(C=C2C(N1)=O)N(CC3)C3COC3